4-[4-amino-2-ethoxymethyl-1-(2-hydroxy-2-methylpropyl)-1H-imidazo[4,5-c]quinolin-7-yl]-N-methoxy-N-methyl-benzamide NC1=NC=2C=C(C=CC2C2=C1N=C(N2CC(C)(C)O)COCC)C2=CC=C(C(=O)N(C)OC)C=C2